C(#N)C=1C=NN2C1C(=CC(=C2)C=2C=CC(=NC2)N2CC(CC2)NC(C)=O)SC2=C(C=CC=C2)C#N N-(1-(5-(3-cyano-4-((2-cyanophenyl)thio)pyrazolo[1,5-a]pyridin-6-yl)pyridin-2-yl)pyrrolidin-3-yl)acetamide